NC1=CC2=C(N(C(N2C)=O)CC)C=C1 5-amino-1-ethyl-3-methyl-1H-benzo[d]imidazol-2(3H)-one